FC1=C(C(=CC=C1)F)CN1C(N(C(C2=C1SC(=C2CN(C)C)C2=CC=C(C=C2)NC(=O)NOC)=O)C=2N=NC(=CC2)OC)=O 1-[4-[1-[(2,6-difluorophenyl)-methyl]-5-[(dimethylamino)methyl]-3-(6-methoxypyridazin-3-yl)-2,4-dioxothieno-[2,3-d]pyrimidin-6-yl]phenyl]-3-methoxyurea